2-(3,4-difluorophenyl)-2-(piperidin-4-ylidene)acetonitrile hydrochloride Cl.FC=1C=C(C=CC1F)C(C#N)=C1CCNCC1